O=C1NC(CC[C@H]1NC(=O)C1=CC=C(C=N1)N1CCN(CC1)C1CCN(CC1)C(=O)OC(C)(C)C)=O |r| tert-Butyl (±)-4-(4-(6-((2,6-dioxopiperidin-3-yl)aminocarbonyl)pyridin-3-yl)piperazin-1-yl)piperidine-1-carboxylate